COCBr Methoxymethyl bromid